C1(=CC=CC=C1)C(C)S(=O)(=O)CCC(=O)N1CC2CCC(C1)N2C2=NC=C(C#N)C=C2 Racemic-6-(3-(3-((1-phenylethyl)sulfonyl)propanoyl)-3,8-diazabicyclo[3.2.1]octan-8-yl)nicotinonitrile